COC1=CC=C2C=3CC(CCC3NC2=C1)NC(OC(C)(C)C)=O tert-Butyl N-(7-methoxy-2,3,4,9-tetrahydro-1H-carbazol-3-yl)carbamate